benzo[d]isothiazole-6-carboxamide 1-oxide S1(N=CC2=C1C=C(C=C2)C(=O)N)=O